1-cyclopentyl-4-((6-(thiazol-5-yl)pyridazin-3-yl)methyl)piperazine-2,3-dione C1(CCCC1)N1C(C(N(CC1)CC=1N=NC(=CC1)C1=CN=CS1)=O)=O